COC=1C=C(CN2C(N3C(C4=C2C=C(C=N4)NC4CCOCC4)=NC(C3)C(C)C)=O)C=C(C1)OC 6-(3,5-dimethoxybenzyl)-2-(propan-2-yl)-8-(tetrahydro-2H-pyran-4-ylamino)-2,6-dihydroimidazo[1,2-c]pyrido[2,3-e]pyrimidin-5(3H)-one